E-6-(1,3-dihydro-4-hydroxy-6-methoxy-7-methyl-3-oxo-5-isobenzofuranyl)-4-methyl-4-hexenoic acid-2-morpholinoethyl ester O1CCN(CC1)CCOC(CC\C(=C\CC=1C(=C2C(OCC2=C(C1OC)C)=O)O)\C)=O